4-(2,6-difluorobenzyl)-2-(3-fluoro-4-((4-methylthiazol-5-yl)oxy)phenyl)-2,4-dihydro-3H-1,2,4-triazol-3-one FC1=C(CN2C(N(N=C2)C2=CC(=C(C=C2)OC2=C(N=CS2)C)F)=O)C(=CC=C1)F